Cl(=O)(=O)[O-].[Ag+] silver(I) chlorate